O[C@@H](CC(=O)[O-])C (R)-β-hydroxybutyrate